CN(C)C=C1CCC(C1=O)(C)C 5-(dimethylaminomethylene)-2,2-dimethyl-cyclopentan-1-one